1-(6-fluoro-4-(4-fluorophenyl)-3,4-dihydroquinoxalin-1(2H)-yl)-2-((R)-2-methylpiperidin-1-yl)propan-1-one FC=1C=C2N(CCN(C2=CC1)C(C(C)N1[C@@H](CCCC1)C)=O)C1=CC=C(C=C1)F